ClC=1C(=NC=CC1C1=C(C(=CC=C1)C1=CC=C2C(=N1)N(C=C2CNC)C)Cl)C2=CC(=C(CNC[C@H]1CCC(N1)=O)C=C2)OC (R)-5-(((4-(3-chloro-4-(2-chloro-3-(1-methyl-3-((methylamino)methyl)-1H-pyrrolo[2,3-b]pyridin-6-yl)phenyl)pyridin-2-yl)-2-methoxybenzyl)amino)methyl)pyrrolidin-2-one